(3,6-dimethoxypyridazin-4-yl)boronic acid COC=1N=NC(=CC1B(O)O)OC